ClC1=NN(C2=NC(=NC=C21)Cl)CCCOC2=NN(C(=C2[N+](=O)[O-])C)C2COCCC2 3,6-dichloro-1-(3-((5-methyl-4-nitro-1-(tetrahydro-2H-pyran-3-yl)-1H-pyrazol-3-yl)oxy)propyl)-1H-pyrazolo[3,4-d]pyrimidine